C(C)(=O)OC1CC2=CC[C@H]3[C@@H]4CC=C([C@@]4(C)CC[C@@H]3[C@]2(CC1)C)C=1C=NC=CC1 17-(pyridin-3-yl)androsta-5,16-dien-3-ol acetate